O[C@H]1C[C@H]2[C@@H]([C@@H]([C@H]3[C@@H]4CC[C@H]([C@@H](CCC)C)[C@]4([C@H](C[C@@H]3[C@]2(CC1)C)O)C)O)O 3α,6β,7β,12α-Tetrahydroxy-5β-cholan